tripentaerythritol phosphate P(=O)(O)(O)O.OCC(CO)(COCC(CO)(COCC(CO)(CO)CO)CO)CO